1-((1s,3s)-3-(((tert-butyldiphenylsilyl)oxy)methyl)cyclobutyl)-4-(2,3-dichloro-6-((2-(trimethylsilyl)ethoxy)methoxy)phenyl)pyrrolidine-2-thione [Si](C1=CC=CC=C1)(C1=CC=CC=C1)(C(C)(C)C)OCC1CC(C1)N1C(CC(C1)C1=C(C(=CC=C1OCOCC[Si](C)(C)C)Cl)Cl)=S